C(C)N(C(=O)NC1=CC(=C(C=C1)F)C)C1COCC=2NC(C=3C=CC(=CC3C21)F)=O 1-ethyl-3-(4-fluoro-3-methylphenyl)-1-(9-fluoro-6-oxo-1,4,5,6-tetrahydro-2H-pyrano[3,4-c]isoquinolin-1-yl)urea